C1(=CC=CC=C1)CCC(SCCCCCCC(NC=1SC=C(N1)C1=CC=C(C=C1)N1CCCC1)=O)=O S-(7-oxo-7-((4-(4-(pyrrolidin-1-yl)phenyl)thiazol-2-yl)amino)heptyl) 3-phenylpropanethioate